N-(7-(difluoromethyl)-2-methylimidazo[1,2-a]pyridin-6-yl)-1,1-diphenylmethanimine FC(C1=CC=2N(C=C1N=C(C1=CC=CC=C1)C1=CC=CC=C1)C=C(N2)C)F